tert-butyl (3S,6S,8aS)-6-((tert-butoxycarbonyl)amino)-5-oxooctahydroindolizine-3-carboxylate C(C)(C)(C)OC(=O)N[C@@H]1C(N2[C@@H](CC[C@@H]2CC1)C(=O)OC(C)(C)C)=O